3-(3H-[1,2,3]Triazolo[4,5-b]pyridin-5-yl)-N-(4-(3-phenylpyrrolidin-1-yl)phenyl)benzamide N1=NNC2=NC(=CC=C21)C=2C=C(C(=O)NC1=CC=C(C=C1)N1CC(CC1)C1=CC=CC=C1)C=CC2